The molecule is a D-alpha-amino acid zwitterion arising from transfer of a proton from the carboxy to the amino group of D-homoserine; major species at pH 7.3. It is a tautomer of a D-homoserine. C(CO)[C@H](C(=O)[O-])[NH3+]